4-hydroxy-2-oxoheptanedioate OC(CC(C(=O)[O-])=O)CCC(=O)[O-]